2-benzyl-3-((S)-2-benzyl-3-(N-hydroxycarbamoylamino)propionylamino)propionic acid C(C1=CC=CC=C1)C(C(=O)O)CNC([C@H](CNC(NO)=O)CC1=CC=CC=C1)=O